FC([C@@H](C1=CC=CC=C1)NC(=O)NC1(CC1)C(=O)O)(F)F 1-[[(1R)-2,2,2-trifluoro-1-phenyl-ethyl]carbamoylamino]cyclopropanecarboxylic acid